Cl.IC1=CC=C(O[C@@H]2CNCC2)C=C1 (S)-3-(4-iodophenoxy)pyrrolidine hydrochloride